N-(5-(5-ethyl-1,2,4-oxadiazol-3-yl)-2,3-dihydro-1H-inden-1-yl)-1-methyl-1H-pyrazole-4-carboxamide C(C)C1=NC(=NO1)C=1C=C2CCC(C2=CC1)NC(=O)C=1C=NN(C1)C